C(CCCCCC(C)C)OC(C1=CC=C(C(=O)OCCCCCCC(C)C)C=C1)=O Diisononylterephthalat